boranopinacol OC1(CBC1)C(C)(C)O